CC1=NC2=CC=CC=C2C(=C1)N1CCN(CC1)C(=O)C1CNCCC1 (4-(2-Methylquinolin-4-yl)piperazin-1-yl)(piperidin-3-yl)methanone